COC(C1CCN(CC1)C1=NOC(=C1)[C@H](C(=O)N1[C@@H](C[C@H](C1)O)C(=O)N[C@@H](C)C1=CC=C(C=C1)C1=C(N=CS1)C)C(C)C)OC (2S,4R)-1-[(2R)-2-[3-[4-(dimethoxymethyl)-1-piperidinyl]isoxazol-5-yl]-3-methyl-butyryl]-4-hydroxy-N-[(1S)-1-[4-(4-methylthiazol-5-yl)phenyl]ethyl]pyrrolidine-2-carboxamide